FC1(CC1)C(=O)N[C@H](C(=O)N1[C@@H](C[C@H](C1)O)C(=O)NCC1=C(OC2CCCCC2)C=C(C=C1)C1=C(N=CS1)C)C(C)(C)C (1S,4R)-4-(2-(((2S,4R)-1-((S)-2-(1-Fluorocyclopropane-1-carboxamido)-3,3-dimethylbutanoyl)-4-hydroxypyrrolidine-2-carboxamido)methyl)-5-(4-methylthiazol-5-yl)phenoxy)cyclohexane